C(C)(C)(C)N1CC=C(C=C1)NC(CC1=C(C=CC(=C1)C1=CC=CC=C1)O)=O N-tert.-Butyl-4-[[2-(2-hydroxy-5-phenyl-phenyl)acetyl]amino]pyridin